ClC1=C(C=CC(=C1)Cl)CC(C)N[C@H](C(=O)C1=CNC2=CC(=CC=C12)C=1C=NN(C1)C)C1=CC=CC=C1 (S)-2-((1-(2,4-dichlorophenyl)propan-2-yl)amino)-1-(6-(1-methyl-1H-pyrazol-4-yl)-1H-indol-3-yl)-2-phenylethan-1-one